O=CCCC#CC=1C=CC(=NC1)N1CCN(CC1)C(=O)OC(C)(C)C tert-butyl 4-(5-(5-oxopent-1-yn-1-yl)pyridin-2-yl)piperazine-1-carboxylate